CC(C(=O)N1C[C@H](NCC1)C)(C)NC(OC(C)(C)C)=O (R)-tert-butyl (2-methyl-1-(3-methylpiperazin-1-yl)-1-oxopropan-2-yl)carbamate